N2-ethyl-1,2-hexanediamine C(C)NC(CN)CCCC